NC1=NC2=CC(=CC=C2C=C1F)CC1C(C2(C(O1)CCC2)O)O (2-amino-3-fluoroquinolin-7-yl)methylhexahydro-3aH-cyclopenta[b]furan-3,3a-diol